C(C)(C)(C)OC([C@@H](CC1=CC=C(C=C1)C1CCC(CC1)O[Si](C)(C)C(C)(C)C)[C@@H]1CN(CC1)C(=O)OC(C)(C)C)=O tert-butyl (R)-3-((S)-1-(tert-butoxy)-3-(4-(4-((tert-butyldimethylsilyl)oxy)cyclohexyl)phenyl)-1-oxopropan-2-yl)pyrrolidine-1-carboxylate